hexadecane-1-ol C(CCCCCCCCCCCCCCC)O